Cl.C[Si](C)(C)C#CC1=CC=C(CC2CCNCC2)C=C1 4-(4-((trimethylsilyl)ethynyl)benzyl)piperidine hydrochloride